N-[3-chloro-4-[4-[(2S,3S)-3-hydroxypyrrolidine-2-carbonyl]piperazine-1-carbonyl]phenyl]-5-[4-(cyanomethoxy)-2,3-difluoro-phenyl]-1-methyl-imidazole-2-carboxamide ClC=1C=C(C=CC1C(=O)N1CCN(CC1)C(=O)[C@H]1NCC[C@@H]1O)NC(=O)C=1N(C(=CN1)C1=C(C(=C(C=C1)OCC#N)F)F)C